(4S)-4-[(E,1R)-1-hydroxypentacosane-2-enyl]-2,2-dimethyl-oxazolidine-3-carboxylate O[C@H](\C=C\CCCCCCCCCCCCCCCCCCCCCC)[C@H]1N(C(OC1)(C)C)C(=O)[O-]